3-guanidino-5-phenyl-1-(4-vinylbenzyl)-1H-1,2,4-triazole N(C(=N)N)C1=NN(C(=N1)C1=CC=CC=C1)CC1=CC=C(C=C1)C=C